C(C)(C)(C)OC(=O)N1[C@H](CN(C[C@@H]1C)C=1C=2N(C=C(C1)S(NC1(CC1)C)(=O)=O)C(=CN2)C(=O)OCC)C ethyl 8-((3S,5S)-4-(tert-butoxycarbonyl)-3,5-dimethylpiperazin-1-yl)-6-(N-(1-methylcyclopropyl) sulfamoyl)imidazo[1,2-a]pyridine-3-carboxylate